6-chloro-2,8-difluoroquinazolin-4-yl-piperazine-1-carboxylic acid tert-butyl ester C(C)(C)(C)OC(=O)N1C(CNCC1)C1=NC(=NC2=C(C=C(C=C12)Cl)F)F